CN1CCC(CC1)C1=CC=2C(=NC=CC2B2OC(C(O2)(C)C)(C)C)N1 2-(1-methylpiperidin-4-yl)-4-(4,4,5,5-tetramethyl-1,3,2-dioxaborolan-2-yl)-1H-pyrrolo[2,3-b]pyridine